cyclobutane-1,2-dicarboxylic acid chloride C1(C(CC1)C(=O)Cl)C(=O)Cl